4-Benzyloxyphenylglycine C(C1=CC=CC=C1)OC1=CC=C(C(N)C(=O)O)C=C1